4-(2-methyl-5-(4,4,5,5-tetramethyl-1,3,2-dioxaborolan-2-yl)pyridin-3-yl)piperazine CC1=NC=C(C=C1N1CCNCC1)B1OC(C(O1)(C)C)(C)C